O1CCN(CC1)CC(=O)C1=CC=C(NC=2C=CC=C3C=NC(=NC23)NC2=CC=C(C=C2)N2CCN(CC2)C(C)=O)C=C1 8-(4-(2-morpholinoacetyl)anilino)-N-(4-(4-acetylpiperazin-1-yl)phenyl)quinazolin-2-amine